1-benzhydryl-N-(2-methoxy-6-methylpyridin-3-yl)-3-(2-(prop-1-en-2-yl)phenyl)azetidine-3-carboxamide (R)-tert-butyl-2-bromo-4-methyl-6,7-dihydrothiazolo[5,4-c]pyridine-5(4H)-carboxylate C(C)(C)(C)OC(=O)N1[C@@H](C2=C(CC1)N=C(S2)Br)C.C(C2=CC=CC=C2)(C2=CC=CC=C2)N2CC(C2)(C(=O)NC=2C(=NC(=CC2)C)OC)C2=C(C=CC=C2)C(=C)C